COC1(C2=CC=CC=C2C=2C=CC=C(C12)OC1=CC=CC=2C3=CC=CC=C3C(C12)(OC)OC)OC 9,9-dimethoxyfluorenyl ether